OC1=C(C=C(C=C1)C)C=1SC=C(N1)CC(=O)NCC(=O)O (2-(2-(2-HYDROXY-5-METHYLPHENYL)THIAZOL-4-YL)ACETYL)GLYCINE